tert-butyl 3-[(5-bromo-3-methylpyrazin-2-yl)oxy]pyrrolidine-1-carboxylate BrC=1N=C(C(=NC1)OC1CN(CC1)C(=O)OC(C)(C)C)C